[Cl-].C(CCCCCCCCCCCCCCC)C(C[N+](C)(C)C)O cetyl-trimethyl-hydroxyethyl-ammonium chloride